tri(thiocyanato)-(4,4',4''-tricarboxy-2,2':6',2''-terpyridine) ruthenium [Ru].S(C#N)C1=C(C(=C(C(=N1)C1=NC(=CC(=C1)C(=O)O)C1=NC=CC(=C1)C(=O)O)SC#N)C(=O)O)SC#N